O=C1NC(CCC1N1C(C2=CC=C(C=C2C1=O)NCCCOCCCOCCOC1=CC=C(C=C1)\C(=C(\CC)/C1=CC=CC=C1)\C1=CC=C(C=C1)O)=O)=O (Z)-2-(2,6-dioxopiperidin-3-yl)-5-((3-(3-(2-(4-(1-(4-hydroxyphenyl)-2-phenylbut-1-en-1-yl)phenoxy)ethoxy)propoxy)propyl)amino)isoindoline-1,3-dione